C(C)N(CCC[Li])CC 3-(diethylamino)propyllithium